NC1=CC(=C(C=C1)C1C(CN(CC1)[C@@H]1CC[C@H](CC1)NC(OC(C)(C)C)=O)(F)F)F trans-tert-butyl (4-(4-(4-amino-2-fluorophenyl)-3,3-difluoropiperidin-1-yl)cyclohexyl)carbamate